3,5-dimethoxy-2,6-dimethylaniline COC=1C(=C(N)C(=C(C1)OC)C)C